5-((3-((4'-chloro-5,5-dimethyl-3,4,5,6-tetrahydro-[1,1'-biphenyl]-2-yl)methyl)-3,6-diazabicyclo[3.1.1]heptan-6-yl)methyl)-2-(2,6-dioxopiperidin-3-yl)isoindoline ClC1=CC=C(C=C1)C1=C(CCC(C1)(C)C)CN1CC2N(C(C1)C2)CC=2C=C1CN(CC1=CC2)C2C(NC(CC2)=O)=O